CC1=CN=C(S1)NC(=O)C=1C=2C[C@@H]3[C@H](C2N(N1)C1=C(C=C(C=C1)F)F)C3 (1aR,5aR)-2-(2,4-Difluoro-phenyl)-1a,2,5,5a-tetrahydro-1H-2,3-diaza-cyclopropa[a]pentalene-4-carboxylic acid (5-methyl-thiazol-2-yl)-amide